ClC=1C=C(C=C(C1)Cl)C=1C=NC=2N(C1)N=C(C2C=2N=C1N(C=C(N=C1)C(F)(F)F)C2)S(=O)(=O)CC 2-(6-(3,5-dichlorophenyl)-2-(ethylsulfonyl)pyrazolo[1,5-a]pyrimidin-3-yl)-6-(trifluoromethyl)imidazo[1,2-a]pyrazine